tert-butyl N-(2-(1-(8-ethoxyquinazolin-4-yl)azetidin-3-yl)ethyl)sulfamoylcarbamate C(C)OC=1C=CC=C2C(=NC=NC12)N1CC(C1)CCNS(=O)(=O)NC(OC(C)(C)C)=O